(9H-fluoren-9-yl)methyl ((S)-2-azido-2-((4R,5R)-2,2-dimethyl-5-(2-((triisopropyl-silyl)oxy)acetyl)-1,3-dioxolan-4-yl)ethyl)(6-(benzyloxy)hexyl)carbamate N(=[N+]=[N-])[C@@H](CN(C(OCC1C2=CC=CC=C2C=2C=CC=CC12)=O)CCCCCCOCC1=CC=CC=C1)[C@H]1OC(O[C@H]1C(CO[Si](C(C)C)(C(C)C)C(C)C)=O)(C)C